CS(=O)(=O)N.[Na] sodium methyl-sulfonamide